OCC[N+](C)(C)C.[O-]C(=O)C(C)C1=CC=C(CC(C)C)C=C1 ibuprofen choline salt